1-{4'-[(6S)-6-(2-methoxy-2-oxoethyl)-2,3,9-trimethyl-6H-thieno[3,2-f][1,2,4]triazolo[4,3-a][1,4]diazepin-4-yl][1,1'-biphenyl]-4-carbonyl}piperidine-4-carboxylic acid tert-butyl ester C(C)(C)(C)OC(=O)C1CCN(CC1)C(=O)C1=CC=C(C=C1)C1=CC=C(C=C1)C1=N[C@H](C=2N(C3=C1C(=C(S3)C)C)C(=NN2)C)CC(=O)OC